C(C1=CC=CC=C1)O[C@H]1CN(C[C@H](C1OCC1=CC=CC=C1)OCC1=CC=CC=C1)C[C@@H]1CN(CC1)C=1OC2=C(N1)C=CC=C2 2-((R)-3-(((3S,4R,5R)-3,4,5-tris(benzyloxy)piperidin-1-yl)methyl)pyrrolidin-1-yl)benzo[d]oxazole